C(C)(C)(C)C=1C=C(CN2CN(CN(C2)CC2=CC(=C(C(=C2)C)O)C(C)(C)C)CC2=CC(=C(C(=C2)C)O)C(C)(C)C)C=C(C1O)C 1,3,5-tris(3'-t-butyl-4'-hydroxy-5-methylbenzyl)-S-triazine